N2,N2-bis(4-methoxybenzyl)N4-(1-(4-(pyrrolidin-1-ylmethyl)phenyl)ethyl)quinoline-2,3,4-triamine COC1=CC=C(CN(C2=NC3=CC=CC=C3C(=C2N)NC(C)C2=CC=C(C=C2)CN2CCCC2)CC2=CC=C(C=C2)OC)C=C1